CC1=C(OC2=C1C=CC=C2)C(=O)N[C@@H](CC/C=C/C(=O)OC)C(NC=2C(N(C=CC2)CC(N[C@@H]2[C@]1(CC[C@H](C2)C1(C)C)C)=O)=O)=O (S,E)-methyl 6-(3-methylbenzofuran-2-carboxamido)-7-oxo-7-(2-oxo-1-(2-oxo-2-((1S,2S,4R)-1,7,7-trimethylbicyclo[2.2.1]heptan-2-ylamino)ethyl)-1,2-dihydropyridin-3-ylamino)hept-2-enoate